N1C=CC(=CC=C1)C1(C2=C(N=C(N1)NC=1C=NN(C1)CC)NC=C2Cl)N 4-(azepin-4-yl)-5-chloro-N2-(1-ethyl-1H-pyrazol-4-yl)-7H-pyrrolo[2,3-d]pyrimidine-2,4-diamine